3,4-dicarboxy-1,2,3,4-tetrahydro-6-methyl-1-naphthalenesuccinic anhydride C(=O)(O)C1CC(C2=CC=C(C=C2C1C(=O)O)C)C1CC(=O)OC1=O